1-{(2s,4r)-4-[(4-aminophenyl)amino]-2-methyl-3,4-dihydroquinolin-1(2H)-yl}propan-1-one NC1=CC=C(C=C1)N[C@@H]1C[C@@H](N(C2=CC=CC=C12)C(CC)=O)C